N-[(1R,3R,5S)-8-(4-aminopiperidine-1-sulfonyl)-8-azabicyclo[3.2.1]oct-3-yl]-5-ethylpyridazin-3-carboxamide trifluoroacetate FC(C(=O)O)(F)F.NC1CCN(CC1)S(=O)(=O)N1[C@H]2CC(C[C@@H]1CC2)NC(=O)C=2N=NC=C(C2)CC